C(#N)N1CC(CC1)CNC(=O)C1=NNC(=C1)C1=CC=CC=C1 N-((1-Cyanopyrrolidin-3-yl)methyl)-5-phenyl-1H-pyrazole-3-carboxamide